4-amino-5-bromonicotinic acid NC1=C(C=NC=C1C(=O)O)Br